FC1([C@@H]([C@@H](CN(C1)C1=NC=CC(=N1)NC=1N=CC2=C(C=NC(=C2C1)C(C)C)N1[C@@H]([C@H](C1)CS(=O)(=O)C)C)O)OC)F (3R,4R)-5,5-difluoro-1-[4-({8-[(2R,3S)-3-(methanesulfonyl-methyl)-2-methylazetidin-1-yl]-5-(propan-2-yl)-2,6-naphthyridin-3-yl}amino)pyrimidin-2-yl]-4-methoxy-piperidin-3-ol